ClC1=CC2=C(N=C3OC4=C(N32)C=CC=C4)C=C1 9-chlorobenzo[d]benzo[4,5]imidazo[2,1-b]oxazole